chloro-4-bromobiphenyl ClC1=C(C=CC(=C1)Br)C1=CC=CC=C1